N,N-dinonyl-N,N-dimethylammonium C(CCCCCCCC)[N+](C)(C)CCCCCCCCC